N-butyric acid methyl ester COC(CCC)=O